ClC=1C(=NC(=NC1)NC1=CC=C(CN2C(COCC2)=O)C=C1)NCC1=CC(=CC=C1)F 4-[4-({5-chloro-4-[(3-fluorobenzyl)amino]pyrimidin-2-yl}amino)benzyl]morpholin-3-one